[Hg+2].F[C@@](C)(O)C1=CC(=CC=C1)Cl (R)-alpha-fluoro-3-chlorophenyl-ethanol Mercury (ii)